BrC=1C=CC(=C(C1)CCO)I 2-(5-bromo-2-iodophenyl)ethanol